N=1C=NN2C1CC(CC2)C(=O)OCC ethyl 5,6,7,8-tetrahydro-[1,2,4]triazolo[1,5-a]pyridine-7-carboxylate